COCCN(CCC(C(=O)O)NC1=NC=NC2=CC=CC=C12)CCCCC1=NC=2NCCCC2C=C1 4-((2-methoxyethyl)(4-(5,6,7,8-tetrahydro-1,8-naphthyridin-2-yl)butyl)amino)-2-(quinazolin-4-ylamino)butanoic acid